(S)-N-(3-(1-((2-amino-5-chloropyridin-3-yl)oxy)ethyl)phenyl)-3,4-dichlorobenzamide NC1=NC=C(C=C1O[C@@H](C)C=1C=C(C=CC1)NC(C1=CC(=C(C=C1)Cl)Cl)=O)Cl